N=1C=CN2C1C=CC(=C2)C=2C=CN1N=C(N=CC12)N[C@@H]1C[C@@H](C1)N cis-N1-(5-(imidazo[1,2-a]pyridin-6-yl)pyrrolo[2,1-f][1,2,4]triazin-2-yl)cyclobutane-1,3-diamine